C(C(C)C)N1CCN(CC1)C=1C=2N(C=C(C1)S(=O)(=O)NC1(CC1)C)C=NN2 8-(4-isobutylpiperazin-1-yl)-N-(1-methylcyclopropyl)-[1,2,4]triazolo[4,3-a]pyridine-6-sulphonamide